C(C)OC(=O)C1(CN(CC1(F)F)C(=O)OC(C)(C)C)C 4,4-difluoro-3-methylpyrrolidine-1,3-dicarboxylic acid 1-tert-butyl 3-ethyl ester